F/C=C(\CN)/COC1=CC=C(C=C1)S(=O)(=O)C[C@@H](CN1CCOCC1)C (R,E)-3-fluoro-2-((4-((2-methyl-3-morpholinopropyl)sulfonyl)phenoxy)methyl)prop-2-en-1-amine